N1(N=CC=C1)C=1C=CC(=NC1)O[C@H]1C[C@H](N(C1)C1=CC=C(C(=O)O)C=C1)COC(F)F 4-((2S,4S)-4-((5-(1H-pyrazol-1-yl)pyridin-2-yl)oxy)-2-((difluoromethoxy)methyl)pyrrolidin-1-yl)benzoic acid